C(C)(C)(C)OC1=CC=C(C=C1)C[C@@H](C=O)NC(OC(C)(C)C)=O tert-butyl N-[(1S)-1-[(4-tert-butoxyphenyl)methyl]-2-oxo-ethyl]carbamate